C(C)C1(CC1)C(=O)N1CCN(CC1)C=1C=2N(C=C(C1)S(=O)(=O)NC1(COC1)C)C(=NC2)C=2SC(=NN2)C(F)(F)F 8-(4-(1-ethylcyclopropane-1-carbonyl)piperazin-1-yl)-N-(3-methyloxetan-3-yl)-3-(5-(trifluoromethyl)-1,3,4-Thiadiazole-2-yl)imidazo[1,5-a]pyridine-6-sulfonamide